N-CYCLOPROPYL-2-[METHYL(2-OXOETHYL)AMINO]ACETAMIDE C1(CC1)NC(CN(CC=O)C)=O